methyl 2-((1R,4r)-4-((R)-4-(tert-butoxycarbonyl)-3-(methoxymethyl)piperazin-1-yl)-cyclohexyl)-5-(2,2,2-trifluoroacetamido)-2H-indazole-6-carboxylate C(C)(C)(C)OC(=O)N1[C@H](CN(CC1)C1CCC(CC1)N1N=C2C=C(C(=CC2=C1)NC(C(F)(F)F)=O)C(=O)OC)COC